tert-butyl (2S)-4-(9-chloro-10-(2,4-difluorophenyl)-5-oxo-2,3-dihydro-5H-[1,4]thiazino[2,3,4-ij]quinazolin-7-yl)-2-methylpiperazine-1-carboxylate ClC=1C=C2C(=NC(N3C2=C(C1C1=C(C=C(C=C1)F)F)SCC3)=O)N3C[C@@H](N(CC3)C(=O)OC(C)(C)C)C